tert-butyl 2-(benzylamino)-4-methyl-8-azabicyclo[3.2.1]octane-8-carboxylate C(C1=CC=CC=C1)NC1C2CCC(C(C1)C)N2C(=O)OC(C)(C)C